C(C)(C)(C)OC(=O)N1CCC(CC1)N1N=C(C=C1CC(C)C)NC1=C(C(=O)O)C=C(C=N1)C=1SC=CC1 2-((1-(1-(tert-Butyloxycarbonyl)piperidin-4-yl)-5-isobutyl-1H-pyrazol-3-yl)amino)-5-(thiophen-2-yl)nicotinic acid